(R)-2-amino-propan-1-ol N[C@@H](CO)C